(2S,5R)-5-[(tert-butoxycarbonyl)amino]oxane-2-carboxylic acid C(C)(C)(C)OC(=O)N[C@@H]1CC[C@H](OC1)C(=O)O